ClC1=CC(=C(N=N1)OC)C1=CC=C(C=C1)OC(F)F 6-chloro-4-(4-(difluoromethoxy)phenyl)-3-methoxy-pyridazine